FC12CC(C1)(C2)CCCCCCCCCCS(=O)N 10-(3-fluoro-bicyclo[1.1.1]pent-1-yl)decane-1-sulfinamide